ClC1=CC(=C(C=C1Cl)C(NS(=O)C(C)(C)C)C1CCN(CC1)C(CC(C)(C)O)=O)O N-((4,5-dichloro-2-hydroxyphenyl)(1-(3-hydroxy-3-methylbutanoyl)piperidin-4-yl)methyl)-2-methylpropane-2-sulfinamide